O[C@]1(C(N(CC1)C)=O)C1=CC(=C(C=C1)C)B1OC(C(O1)(C)C)(C)C (S)-3-hydroxy-1-methyl-3-(4-methyl-3-(4,4,5,5-tetramethyl-1,3,2-dioxaborolan-2-yl)phenyl)pyrrolidin-2-one